BrC=1C(=CC(=NC1)C(=O)NCCOC)N1CCC(CC1)N(C)C 5-bromo-4-[4-(dimethylamino)-1-piperidyl]-N-(2-methoxyethyl)pyridine-2-carboxamide